C1(CC1)N(C(=O)NCC1=CC2=CC=CC=C2C=C1)[C@H]1CNCCC1 (R)-1-cyclopropyl-3-(naphthalen-2-ylmethyl)-1-(piperidin-3-yl)urea